3-hydroxy-1-methyl-3-((trimethylsilyl)ethynyl)piperidin-2-one OC1(C(N(CCC1)C)=O)C#C[Si](C)(C)C